BrC1=CC(=C2C=NN(C2=C1)C1OCCCC1)O[C@@H]1CC[C@H](CC1)NC(OC(C)(C)C)=O tert-butyl trans-N-[4-(6-bromo-1-tetrahydropyran-2-yl-indazol-4-yl)oxycyclohexyl]carbamate